COC1=CC=C(C=C1)COCCCCN1N=NC2=C1C=CC(=C2C)CCC(=O)[O-] 3-(1-{4-[(4-methoxyphenyl)methoxy]butyl}-4-methyl-1H-benzotriazol-5-yl)propanoate